C1N2CN3CN1CN(C2)C3 The molecule is a polycyclic cage that is adamantane in which the carbon atoms at positions 1, 3, 5 and 7 are replaced by nitrogen atoms. It has a role as an antibacterial drug. It is a polycyclic cage, a polyazaalkane and a tetramine.